ClC1=C(OCC2=CC(=NC=C2)C2CN(CC2)CC2=NC3=C(N2C[C@H]2OCC2)C=C(C=C3)C(=O)O)C=CC(=C1)Cl 2-[(3-{4-[(2,4-dichlorophenoxy)methyl]pyridin-2-yl}pyrrolidin-1-yl)methyl]-1-{[(2S)-oxetan-2-yl]methyl}-1H-1,3-benzodiazole-6-carboxylic acid